C[C@@H]1S[C@@H](C(=N1)C)C cis-2,4,5-trimethyl-2,5-dihydrothiazole